FC(CN1N=CC(=C1)NC1=NC=CC(=N1)C1=CC=CC(=N1)C1=NOC(=C1)[C@]1(C(N(CC1)C)=O)O)F (R)-3-(3-(6-(2-((1-(2,2-Difluoroethyl)-1H-pyrazol-4-yl)amino)pyrimidin-4-yl)pyridin-2-yl)isoxazol-5-yl)-3-hydroxy-1-methylpyrrolidin-2-one